F[C@H]1C[C@H](N2N=C(N=C21)C(=O)C2(OCCC2)C)C2=CC=CC=C2 ((5S,7S)-7-fluoro-5-phenyl-6,7-dihydro-5H-pyrrolo[1,2-b][1,2,4]triazol-2-yl)(2-methyltetrahydrofuran-2-yl)methanone